6'-fluoro-N-(4-fluoro-3-((2-methoxyethyl)carbamoyl)benzyl)-1'-methyl-4'-oxo-3',4'-dihydro-1'H-spiro[piperidine-4,2'-quinoline]-1-carboxamide FC=1C=C2C(CC3(N(C2=CC1)C)CCN(CC3)C(=O)NCC3=CC(=C(C=C3)F)C(NCCOC)=O)=O